7,8-dichloro-5-(2-hydroxypropyl)-10-(2-methyl-2H-1,2,3-triazol-4-yl)-3,4,5,6-tetrahydroazepino[4,5-b]indol-2(1H)-one ClC1=C(C=C(C=2C3=C(NC12)C(CNC(C3)=O)CC(C)O)C3=NN(N=C3)C)Cl